C(C)(C)N1C(=NC2=NC=C(C=C21)C2=CNC=1N=C(N=CC12)NCC1(CC1)C(F)(F)F)C 5-(1-isopropyl-2-methyl-1H-imidazo[4,5-b]pyridin-6-yl)-N-((1-(trifluoromethyl)cyclopropyl)methyl)-7H-pyrrolo[2,3-d]pyrimidin-2-amine